ethyl 3-((4-fluorophenyl) amino)-3-oxopropanoate FC1=CC=C(C=C1)NC(CC(=O)OCC)=O